4-hydroxyisoleucine OC([C@@H]([C@H](N)C(=O)O)C)C